C(C1=CC=CC=C1)ON1C(C2(C1)NC(CC2)C(=O)N)=O 2-(benzyloxy)-1-oxo-2,5-diazaspiro[3.4]octane-6-carboxamide